1,5-di(furan-2-yl)penta-1,4-dien-3-one O1C(=CC=C1)C=CC(C=CC=1OC=CC1)=O